FC1=C(C(=CC=C1OC(C)C)C=1N=NNN1)N1CCN(CC1)CC=1N=NC=CC1 3-[[4-[2-fluoro-3-isopropoxy-6-(2H-tetrazol-5-yl)phenyl]piperazin-1-yl]methyl]pyridazine